O=C1C=2C(NC=C1)=NN(N2)C2=CC(=NC=C2)C(F)(F)F oxo-2-[2-(trifluoromethyl)pyridin-4-yl]-2H,4H,7H-[1,2,3]triazolo[4,5-b]pyridin